C(#C)C1=C(C(N(C=2N=C(N=CC21)NC2=CC=C(C=C2)N2CCN(CC2)C)C2CCC(CC2)NC(C)=O)=O)C N-((1s,4s)-4-(5-ethynyl-6-methyl-2-((4-(4-methylpiperazin-1-yl)phenyl)amino)-7-oxopyrido[2,3-d]pyrimidin-8(7H)-yl)cyclohexyl)acetamide